5-fluoro-1H-indazol-3-amine FC=1C=C2C(=NNC2=CC1)N